5-(Methylamino)-6-(3-methylimidazo[4,5-c]pyridin-7-yl)-3-(2-methyl-4-morpholino-anilino)pyrazin-2-carboxamid CNC=1N=C(C(=NC1C=1C2=C(C=NC1)N(C=N2)C)C(=O)N)NC2=C(C=C(C=C2)N2CCOCC2)C